ClC1=CC(=C(C=C1)N1N=C(N=C1C1=C(C=C(C=C1)F)F)OCC(=O)O)F 2-{[1-(4-chloro-2-fluorophenyl)-5-(2,4-difluorophenyl)-1H-1,2,4-triazol-3-yl]oxy}acetic acid